C(C)OCC1(CCC(CC1)C1=C2N(N=C1CNCCN)CC(C2)(F)F)COCC N1-((3-(4,4-bis(ethoxymethyl)cyclohexyl)-5,5-difluoro-5,6-dihydro-4H-pyrrolo[1,2-b]pyrazol-2-yl)methyl)ethane-1,2-diamine